ClC1=CC=C(OC2=CC(=C(C=C2)N2C=NN(C2)CC(C)O)C(F)(F)F)C=C1 4-(4-(4-chlorophenoxy)-2-(trifluoromethyl)phenyl)-1-(1H-1,2,4-triazol-1-yl)propan-2-ol